N-(2-(4-(4-cyclopropylpiperazin-1-yl)piperidin-1-yl)-5-((6-(3-(3-fluoro-5-(3-(trifluorometh-yl)phenoxy)phenyl)isoxazolidin-2-yl)pyrimidin-4-yl)-amino)-4-methoxy-phenyl)acrylamide C1(CC1)N1CCN(CC1)C1CCN(CC1)C1=C(C=C(C(=C1)OC)NC1=NC=NC(=C1)N1OCCC1C1=CC(=CC(=C1)OC1=CC(=CC=C1)C(F)(F)F)F)NC(C=C)=O